C(C)(C)(C)OC(=O)N1CCN(CCC1)C=1C=CC=2N=CN=C(C2N1)NC1=CC(=C(C=C1)OC1=CC=2N(C=C1)N=CN2)C 4-(4-((4-([1,2,4]triazolo[1,5-a]pyridin-7-yloxy)-3-methylphenyl)amino)pyrido[3,2-d]pyrimidin-6-yl)-1,4-diazacycloheptane-1-carboxylic acid tert-butyl ester